BrCCOC=1C=C2C(=NN(C2=C(C1)C(F)(F)F)C1CC(C1)(O)C)F (cis)-3-(5-(2-bromoethoxy)-3-fluoro-7-(trifluoromethyl)-1H-indazol-1-yl)-1-methylcyclobutan-1-ol